C1(CC1)NC=1C=C(C=NC1)S(=O)(=O)NC(NC1=C2CCCC2=CC(=C1C1=CC=2N(C=C1)N=CC2)C)=O 5-(cyclopropylamino)-N-((6-methyl-5-(pyrazolo[1,5-a]pyridin-5-yl)-2,3-dihydro-1H-inden-4-yl)carbamoyl)pyridine-3-sulfonamide